C(C)OC(=O)C=1N(C=C(C1F)S(N[C@@H]1COC[C@H]1CO)(=O)=O)C trans-3-fluoro-4-(N-(4-(hydroxymethyl)tetrahydrofuran-3-yl)sulfamoyl)-1-methyl-1H-pyrrole-2-carboxylic acid ethyl ester